C1(CCCCC1)CCC(=O)OC(CSC(CCCCCCCCCCSCC(CCCCCC)OC(CCC1CCCCC1)=O)N(C)C1CC(C1)O[Si](C1=CC=CC=C1)(C1=CC=CC=C1)C(C)(C)C)CCCCCC ((6-cis-((3-((tert-butyldiphenylsilyl)oxy)cyclobutyl)(methyl)amino)undecane-1,11-diyl)bis(sulfanediyl))-bis-(octane-1,2-diyl) bis(3-cyclohexylpropanoate)